OC1=CC2=C(C(CO2)=O)C=C1 6-hydroxybenzofuran-3(2H)-one